N1CC(C1)NC(=O)C=1C=CC2=C(N(C(=N2)C2=C(C(=C(C(=C2)OC)O)O)F)C2(COC2)C)C1 N-(azetidin-3-yl)-2-(2-fluoro-3,4-dihydroxy-5-methoxyphenyl)-1-(3-methyloxetan-3-yl)-1H-1,3-benzodiazole-6-carboxamide